6-isobutyl-4-methyl-tetrahydropyran C(C(C)C)C1CC(CCO1)C